tert-butyl N-({3-aminobicyclo[1.1.1]pentan-1-yl}methyl)-N-methylcarbamate NC12CC(C1)(C2)CN(C(OC(C)(C)C)=O)C